C1(CCCCC1)CN1N=CC(=C1C)C=1C(=NC(=CC1)N1CC2=C(C=CC=C2CC1)C(NC=1SC(=CN1)C)=O)C(=O)NS(=O)(=O)CCCCCC(=O)OC(C)(C)C tert-butyl 6-[[3-[1-(cyclohexylmethyl)-5-methyl-pyrazol-4-yl]-6-[8-[(5-methylthiazol-2-yl)carbamoyl]-3,4-dihydro-1H-isoquinolin-2-yl]pyridine-2-carbonyl]sulfamoyl]hexanoate